1,2-dimethyl-1H-pyrrole CN1C(=CC=C1)C